5-((trans-4-(trifluoromethyl)cyclohexyl)oxy)-1,6-naphthyridin-3-amine FC([C@@H]1CC[C@H](CC1)OC1=C2C=C(C=NC2=CC=N1)N)(F)F